ClC1=C(C=CC(=C1)C)C1=CC2=C(N(C=N2)C2CC2)C(=C1)C(=O)O 5-(2-chloro-4-methylphenyl)-1-cyclopropyl-1H-benzo[d]imidazole-7-carboxylic acid